2,6-dibromo-4-iodopyridine BrC1=NC(=CC(=C1)I)Br